1,1,1,3,3,3-Hexafluoropropan-2-yl 2-(4-chloro-2-(pyrrolidin-1-yl)benzyl)-2,7-diazaspiro[3.5]nonane-7-carboxylate ClC1=CC(=C(CN2CC3(C2)CCN(CC3)C(=O)OC(C(F)(F)F)C(F)(F)F)C=C1)N1CCCC1